FC(C(=O)O)(F)F.N[C@H](C)C1=C(C=C(C=C1)NC1=NC=2N(C(=C1)NC1CC1)N=CC2C#N)CS(=O)(=O)C (R,S)-5-((4-(1-aminoethyl)-3-((methylsulfonyl)methyl)phenyl)amino)-7-(cyclopropylamino)pyrazolo[1,5-a]pyrimidine-3-carbonitrile monotrifluoroacetic acid salt